C(C)(C)(C)OC(=O)C1(CCC(CC1)OC=1C(=CC(=C(C(=O)N[C@@H]2[C@@H]([C@H]3C=C[C@@H]2C3)C(=O)OCC3=CC=CC=C3)C1)OC)F)C Benzyl (1R,2R,3S,4S)-3-(5-(((1s,4R)-4-(tert-butoxycarbonyl)-4-methylcyclohexyl)oxy)-4-fluoro-2-methoxybenzamido)bicyclo[2.2.1]hept-5-ene-2-carboxylate